(4S)-chroman-4-ol O1CC[C@@H](C2=CC=CC=C12)O